CSC1=CC=C(C=C1)[C@H]1[C@@H](C(NC1)=O)C(=O)O |o1:8,9| (3S*,4R*)-4-(4-methylthiophenyl)-2-oxopyrrolidine-3-carboxylic acid